N,N-didodecyl-2-hydroxyacetamide C(CCCCCCCCCCC)N(C(CO)=O)CCCCCCCCCCCC